1-(4-(piperazin-1-ylsulfonyl)phenyl)-3-(pyridin-4-ylmethyl)urea N1(CCNCC1)S(=O)(=O)C1=CC=C(C=C1)NC(=O)NCC1=CC=NC=C1